C1(=CC=CC=C1)CC(C(=O)N)NC(=O)NC=1C=NC=CC1 3-phenyl-2-(3-(pyridin-3-yl)ureido)propanamide